CC1=C(C=CC(=C1)C1(CC(=C(C2=CC=CC=C12)O)\N=N\[H])S(=O)(=O)O)C1=C(C=C(C=C1)C1(CC(=C(C2=CC=CC=C12)O)\N=N\[H])S(=O)(=O)O)C 1,1'-(2,2'-dimethyl[1,1'-biphenyl]-4,4'-diyl)bis{4-hydroxy-3-[(E)-diazenyl]naphthalene-1-sulfonic acid}